COC(=O)C1=CC=C2CCNC2=C1 Indoline-6-carboxylic acid methyl ester